1,4-dihydroquinolin-4-one hydrochloride Cl.N1C=CC(C2=CC=CC=C12)=O